6-fluoro-5-(4-(4-(6-fluoro-4-oxo-3,4-dihydroquinazolin-2-yl)bicyclo[2.1.1]hexan-2-yl)piperazin-1-yl)-N-methylpicolinamide FC1=C(C=CC(=N1)C(=O)NC)N1CCN(CC1)C1C2CC(C1)(C2)C2=NC1=CC=C(C=C1C(N2)=O)F